C(CCC)OCCC(=O)N(C)C β-butoxy-N,N-dimethyl-propionamide